ClC1=C(C=C(C=C1)C1=NN(C(=N1)CC(=O)NCC1=CC(=CC=C1)OCC)CC)F 2-[3-(4-Chloro-3-fluorophenyl)-1-ethyl-1H-1,2,4-triazol-5-yl]-N-[(3-ethoxyphenyl)methyl]acetamid